succinimide zinc [Zn].C1(CCC(N1)=O)=O